C(CCCCCCCCCCCCCCCCC)NC(=O)C1=NC(=NC(=N1)C(=O)NCCCCCCCCCCCCCCCCCC)C(=O)NCCCCCCCCCCCCCCCCCC N2,N4,N6-trioctadecanyl-1,3,5-triazine-2,4,6-tricarboxamide